5'-bromo-3',4'-dihydro-1'H-spiro[cyclopropane-1,2'-Naphthalene] BrC1=C2CCC3(CC2=CC=C1)CC3